N-((1R,9S)-5-chloro-9-ethyl-9-hydroxy-10,13-dioxo-2,3,9,10,13,15-hexahydro-1H,12H-benzo[de]pyrano[3',4':6,7]indolizino[1,2-b]quinolin-1-yl)-2-hydroxyacetamide ClC=1C=C2C=3C(=C4C(=NC3C1)C1=CC3=C(C(N1C4)=O)COC([C@]3(O)CC)=O)[C@@H](CC2)NC(CO)=O